1-methyl-3-(2-hydroxyethyl)imidazolium CN1C=[N+](C=C1)CCO